OCC(C(=O)O)(NCC1=CC(=C(C=C1)C(F)(F)F)C=CC1=C(C(=CC=C1)C1=NC=CN=C1)C)C 3-hydroxy-2-methyl-2-(3-(2-methyl-3-(pyrazin-2-yl)-styryl)-4-(trifluoromethyl)benzylamino)-propionic acid